O(C1=CC=CC=C1)C1CCNCC1 4-phenoxypiperidine